C1N(CCC2=CC=CC=C12)[C@@H]1[C@H](CN(CC1)C(=O)C1=CC(=NC=C1F)NC1CCN(CC1)C(CC)=O)O 1-(4-((4-((3S,4S)-4-(3,4-dihydroisoquinolin-2(1H)-yl)-3-hydroxypiperidine-1-carbonyl)-5-fluoropyridin-2-yl)amino)piperidin-1-yl)propan-1-one